C1C(N)=NC=2N=CNC2C1=O carbaguanine